Methyl N5-methyl-N5-pentyl-L-glutaminate hydrochloride Cl.CN(C(CC[C@H](N)C(=O)OC)=O)CCCCC